7-(4-cyclopentyl-1,4-diazepan-1-yl)-2-[3-(6-methyl-2-pyridyl)-1H-pyrazol-4-yl]-1,5-naphthyridine C1(CCCC1)N1CCN(CCC1)C1=CN=C2C=CC(=NC2=C1)C=1C(=NNC1)C1=NC(=CC=C1)C